Ethyl (S)-3-((tert-butoxycarbonyl)amino)-3-(4'-cyclopropyl-4-fluoro-2'-hydroxy-6'-methyl-[1,1'-biphenyl]-3-yl)propanoate C(C)(C)(C)OC(=O)N[C@@H](CC(=O)OCC)C=1C=C(C=CC1F)C1=C(C=C(C=C1C)C1CC1)O